C(#N)C1=C(CN(C(C(C)(C)C)=O)CC(NC=2C=C3CC4(C(NC5=NC=CC=C54)=O)CC3=CC2)=O)C=CC=C1 N-(2-cyanobenzyl)-N-(2-oxo-2-((2'-oxo-1,1',2',3-tetrahydrospiro[indene-2,3'-pyrrolo[2,3-b]pyridin]-5-yl)amino)ethyl)pivalamide